ClC=1C=C(C(=O)N(C(C)C2=NC=NN2C2=NC=CC=N2)CC2CC2)C=C(C1)S(=O)(=O)C 3-chloro-N-(cyclopropylmethyl)-5-(methylsulfonyl)-N-{1-[1-(pyrimidin-2-yl)-1H-1,2,4-triazol-5-yl]Ethyl}benzamide